imidazo[1,5-a]pyridin-6-yl-(pyrrolidin-1-yl)methanone C=1N=CN2C1C=CC(=C2)C(=O)N2CCCC2